tert-butyl (S)-2-methyl-piperazine-1-carboxylate C[C@@H]1N(CCNC1)C(=O)OC(C)(C)C